FC1=C(C=CC=C1)N1C(N(C(C1=O)=O)C1CN(C(C1)=O)C1=C(C=CC=C1)F)=O 1-(2-fluorophenyl)-3-[1-(2-fluorophenyl)-5-oxopyrrolidin-3-yl]imidazolidine-2,4,5-trione